N-hexyl-4-methylpyridine bis(trifluoromethylsulfonyl)imide salt [N-](S(=O)(=O)C(F)(F)F)S(=O)(=O)C(F)(F)F.C(CCCCC)N1CC=C(C=C1)C